FC1(C(COC1)NC(=O)C1=C(OC2=C1C=C(C=C2)OCC=2C(=NC=CC2)C(F)(F)F)C)F N-(4,4-difluorotetrahydrofuran-3-yl)-2-methyl-5-((2-(trifluoromethyl)pyridin-3-yl)methoxy)benzofuran-3-carboxamide